[Si](C)(C)(C(C)(C)C)O[C@@H]1[C@@H]2CC[C@@H]([C@]2(CCC1)C)[C@@H](C(C(=O)N(C)OC)(F)F)C (3S)-3-{(1R,3aR,4S,7aR)-4-[(tert-Butyldimethylsilyl)oxy]-7a-methyloctahydro-1H-inden-1-yl}-2,2-difluoro-N-methoxy-N-methylbutanamide